C(C)NS(=O)(=O)C=1C=C(C=CC1)B(O)O 3-(N-ETHYLSULFAMOYL)PHENYLBORONIC ACID